C(C)(C)[C@H]1NCCC1 (S)-2-isopropylpyrrolidine